4-(2-{[6-(3,3-difluoro-3-phenylpropoxy)hexyl]amino}-1-hydroxy-ethyl)-2-(hydroxymethyl)phenol FC(CCOCCCCCCNCC(O)C1=CC(=C(C=C1)O)CO)(C1=CC=CC=C1)F